C(C)(CC)N1CCN(CC1)C(CCC(=O)O)=O 4-(4-sec-butylpiperazin-1-yl)-4-oxobutanoic acid